6-bromo-3-[[(1R)-1-(3,6-dimethyl-4-oxo-2-phenyl-benzopyran-8-yl)ethyl]amino]pyridine-2-carboxylic acid methyl ester COC(=O)C1=NC(=CC=C1N[C@H](C)C1=CC(=CC=2C(C(=C(OC21)C2=CC=CC=C2)C)=O)C)Br